methyl 4'-hydroxy-4-biphenylcarboxylate OC1=CC=C(C=C1)C1=CC=C(C=C1)C(=O)OC